ClC=1C(=C(C=CC1)NC=1C(=NN2C1C(NCC2)=O)C2=C(C=NC=C2)C2CC2)OC 3-[(3-chloro-2-methoxyphenyl)amino]-2-(3-cyclopropylpyridin-4-yl)-5H,6H,7H-pyrazolo[1,5-a]pyrazin-4-one